BrC=1C=C(C=NC=2C=C(C(=O)O)C=CC2)C=CC1 3-(3-bromobenzylidene-amino)benzoic acid